COC=1C=C(C=C(C1)O)O 5-methoxy-1,3-benzenediol